1-(3,4-Dimethylphenyl)-2,2,2-trifluoroethan-1-imine CC=1C=C(C=CC1C)C(C(F)(F)F)=N